Cl.O1N=C(C2=C1C=CC=C2)C2=C(C=C(C=C2)Br)[C@H](CC2=NC=CC=C2)N (S)-1-[2-(Benzo[d]isoxazol-3-yl)-5-bromophenyl]-2-(pyridine-2-yl)ethan-1-amine hydrochloride